C(C1=CC=CC=C1)N1C(NC(C2=C1N=C(C=C2)C(F)(F)F)=O)=O 1-Benzyl-7-(trifluoromethyl)pyrido[2,3-d]pyrimidine-2,4(1H,3H)-dione